ClC=1C=C(C=CC1C1=CC(OC2=CC(=CC=C12)O[C@@H](C(=O)N(CC)CC(=O)NCCN(C)C)C)=O)NC(OC(C)(C)C)=O tert-butyl N-[3-chloro-4-[7-[(1R)-2-[[2-[2-(dimethylamino)ethylamino]-2-oxo-ethyl]-ethyl-amino]-1-methyl-2-oxo-ethoxy]-2-oxo-chromen-4-yl]phenyl]carbamate